N-((3aR,5R,6R,6aS)-5-((bis(4-methoxyphenyl)(phenyl)methoxy)methyl)-6-hydroxy-3a,5,6,6a-tetrahydrofuro[2,3-d]oxazol-2-yl)acetamide COC1=CC=C(C=C1)C(OC[C@@H]1[C@H]([C@H]2[C@H](N=C(O2)NC(C)=O)O1)O)(C1=CC=CC=C1)C1=CC=C(C=C1)OC